ClC=1C=NC(=NC1)C1CCN(CC1)C=1N=C(C2=C(N1)CC[SH2]2)NC2(CCC2)CO (5R)-2-[4-(5-Chloropyrimidin-2-yl)piperidin-1-yl]-4-[[1-(hydroxymethyl)cyclobutyl]amino]-6,7-dihydro-5H-5lambda4-thieno[3,2-d]pyrimidin